N-[6-(cyclopropylmethoxy)-5-(2-fluoro-6-methyl-7-oxofuro[2,3-c]pyridin-4-yl)pyridin-3-yl]ethanesulfonamide C1(CC1)COC1=C(C=C(C=N1)NS(=O)(=O)CC)C=1C2=C(C(N(C1)C)=O)OC(=C2)F